Cl.N1=C(C=CC=C1)C1(CC1)NC(=O)[C@H]1CNCC[C@@H]1NC(=O)C=1N=NN(C1)C1=C(C=C(C=C1)F)F (3S,4S)-4-{[1-(2,4-Difluoro-phenyl)-1H-[1,2,3]triazole-4-carbonyl]amino}-piperidine-3-carboxylic Acid (1-pyridin-2-yl-cyclopropyl)-amide Hydrochloride